FC=1C=C2CCC=3N(C2=CC1)N=C(C3C(F)(F)F)C3CCN(CC3)C(=O)OC(C(F)(F)F)CO 1,1,1-trifluoro-3-hydroxypropan-2-yl 4-(7-fluoro-3-(trifluoromethyl)-4,5-dihydropyrazolo[1,5-a]quinolin-2-yl)piperidine-1-carboxylate